[p-carboxyphenoxy]propane C(=O)(O)C1=CC=C(OCCC)C=C1